CC=1C(=CC=C2C(NC(=NC12)CSC1=CC=C(C(=O)O)C=C1)=O)C#CC 4-(((8-methyl-4-oxo-7-(prop-1-yn-1-yl)-3,4-dihydroquinazolin-2-yl)methyl)thio)benzoic acid